3-bromo-1,4-dimethylpyridin-2(1H)-one BrC=1C(N(C=CC1C)C)=O